BrC1=C(C(=CC=C1)Cl)NC(=O)C=1C(=NC(=NC1)NC1=CC(=C(C=C1)[C@@H]1CN(CCC1)C)C)OC (R)-N-(2-bromo-6-chlorophenyl)-4-methoxy-2-((3-methyl-4-(1-methylpiperidin-3-yl)phenyl)amino)pyrimidine-5-carboxamide